ClC1=CC=C(C=C1)C(C(=O)O)C1=CC=C(C=C1)Cl bis-(p-chlorophenyl)acetic acid